[1,3]Oxazole-2-carboxylic acid ethyl ester C(C)OC(=O)C=1OC=CN1